C(C)(C)(C)OC(=O)N1CCN(CC1)C[C@H](C(C)C)N1CC(C1)C=1C=C(C=2N(C1)C(=NC2)C)C2=C(C=C(C=C2)F)C(N(C(C)C)CC)=O 4-[(2S)-2-[3-(8-{2-[ethyl(isopropyl)carbamoyl]-4-fluorophenyl}-3-methylimidazo[1,5-a]pyridin-6-yl)azetidin-1-yl]-3-methylbutyl]piperazine-1-carboxylic acid tert-butyl ester